(6S)-5,6,7,8-tetrahydropteroyl-L-glutamic acid C(C1=CC=C(NC[C@H]2CNC=3N=C(N)NC(=O)C3N2)C=C1)(=O)N[C@@H](CCC(=O)O)C(=O)O